4-(6-chloropyrazin-2-yl)-N-(3-(2-(cyclopropanesulfonylamino)thiazol-4-yl)pent-3-yl)benzamide ClC1=CN=CC(=N1)C1=CC=C(C(=O)NC(CC)(CC)C=2N=C(SC2)NS(=O)(=O)C2CC2)C=C1